C(C)S(=O)(=O)C=1C(=NC(=CC1)C1=CC=C(C=C1)F)C1=NC=2N(C=C1)N=C(C2)C(F)(F)F 5-(3-(ethylsulfonyl)-6-(4-fluorophenyl)pyridin-2-yl)-2-(trifluoromethyl)pyrazolo[1,5-a]pyrimidine